N-(4-(7-chloro-5-((3-(4-methylpiperazin-1-yl)propyl)amino)-2,3,4,5-tetrahydro-1H-benzo[b]azepine-1-carbonyl)-3-methylphenyl)-2-methylbenzamide ClC1=CC2=C(N(CCCC2NCCCN2CCN(CC2)C)C(=O)C2=C(C=C(C=C2)NC(C2=C(C=CC=C2)C)=O)C)C=C1